tert-butyl 3-((4-chloro-2-fluorophenyl)(methyl)amino)pyrrolidine-1-carboxylate ClC1=CC(=C(C=C1)N(C1CN(CC1)C(=O)OC(C)(C)C)C)F